N-(4-(8-azabicyclo[3.2.1]oct-8-yl)-3-fluoro-5-methylphenyl)-2-(3-ethyl-3-methoxyazetidin-1-yl)-5-(2-fluoroethyl)oxazole-4-carboxamide C12CCCC(CC1)N2C2=C(C=C(C=C2C)NC(=O)C=2N=C(OC2CCF)N2CC(C2)(OC)CC)F